C(CCCCCCC)S(=O)Cl octane-1-sulfinyl chloride